OCCN1N=CC(=C1)S(=O)(=O)C=1C=C2C=NNC(C2=CC1)=O 6-((1-(2-hydroxyethyl)-1H-pyrazol-4-yl)sulfonyl)phthalazin-1(2H)-one